(R)-5,5'-bis(di[3,5-xylyl]phosphino)-4,4'-bi-1,3-benzodioxole C1(=CC(=CC(=C1)C)C)P(C1=C(C2=C(OCO2)C=C1)C1=C(C=CC=2OCOC21)P(C2=CC(=CC(=C2)C)C)C2=CC(=CC(=C2)C)C)C2=CC(=CC(=C2)C)C